C(C)(C)(C)OC(C(=C)CC1=NC(=NO1)C(C1=CC=C(C=C1)S(F)(F)(F)(F)F)(F)F)=O.ONC(C1=CC=C(C=C1)OC(F)(F)F)=O N-hydroxy-4-(trifluoromethoxy)benzamide tert-butyl-2-((3-(difluoro(4-(pentafluoro-λ6-sulfaneyl)phenyl)methyl)-1,2,4-oxadiazol-5-yl)methyl)acrylate